COC1=C(C=C(C=N1)C1=CC=C2C(=NNC2=C1)C(=O)NC)C(NCC1=C(C=CC=C1)C(F)(F)F)=O 6-[6-methoxy-5-({[2-(trifluoromethyl)phenyl]methyl}carbamoyl)pyridin-3-yl]-N-methyl-1H-indazole-3-carboxamide